difluoro-2-(3-(4-(quinoxalin-2-yl)-1H-pyrazol-1-yl)phenyl)acetic acid FC(C(=O)O)(C1=CC(=CC=C1)N1N=CC(=C1)C1=NC2=CC=CC=C2N=C1)F